Cl.C(=O)(OC(C)(C)C)N1C(CC1)N N-Boc-amino-azetidine hydrochloride